(2Z)-3-(dimethylamino)-2-methylpropan-2-enal CN(\C=C(/C=O)\C)C